2-[1-(pyridin-4-yl)-1H-pyrazol-4-yl]acetic acid N1=CC=C(C=C1)N1N=CC(=C1)CC(=O)O